Methyl-(2RS)-2-cyclopentyl-2-hydroxy-2-phenylacetate COC([C@@](C1=CC=CC=C1)(O)C1CCCC1)=O |r|